4-(3-fluoro-4-methoxyphenyl)-7-(pyrrolidin-3-ylmethyl)-7H-pyrrolo[2,3-d]pyrimidine FC=1C=C(C=CC1OC)C=1C2=C(N=CN1)N(C=C2)CC2CNCC2